C(C1=CC=CC=C1)(=O)NC1=CC=C(C=C1)C1=NN(C(=C1)NC(C1=CC(=CC=C1)F)=O)C N-(3-(4-Benzamidophenyl)-1-methyl-1H-pyrazol-5-yl)-3-fluorobenzamide